COC1=C(C=CC=C1)C(\C=C\CCCC)=O (E)-1-(2-methoxyphenyl)-2-hepten-1-one